FC(S(=O)(=O)[N-]S(=O)(=O)C(F)(F)F)(F)F.[Li+] lithium trifluoro[(trifluoromethansulfonylazanidyl)sulfonyl]methane